NC(CC[C@@H](C1=CC(=CC=C1)CN1CCN(CC1)C)NC(=O)N1CC2=CC=CC(=C2CC1)C1=CC=C(C=C1)C(F)(F)F)=O (S)-N-(4-amino-1-(3-((4-methylpiperazin-1-yl)methyl)phenyl)-4-oxobutyl)-5-(4-(trifluoromethyl)phenyl)-3,4-dihydroisoquinoline-2(1H)-carboxamide